OC(C(=O)OCCCCCC(OC(CCCCCC)CCCCCCCC)=O)CC(=O)OCCCCCC(OC(CCCCCC)CCCCCCCC)=O bis(6-oxo-6-(pentadecan-7-yloxy)hexyl) 2-hydroxysuccinate